NC1=C(C=C(C(=C1)C(=O)O)N)C(=O)O 2,5-diaminobenzene-1,4-dicarboxylic acid